(S,E)-7-Amino-3-(1-(4-methoxybut-2-enoyl)pyrrolidin-3-yl)-1-(4-phenoxyphenyl)-1,5-dihydro-4H-pyrrolo[2,3-d]pyridazin-4-on NC1=NNC(C2=C1N(C=C2[C@H]2CN(CC2)C(\C=C\COC)=O)C2=CC=C(C=C2)OC2=CC=CC=C2)=O